NCC1=CC=C(C=C1)NC(CCC1=CC=2C(=NC=CC2)NC1C1=C(C=C(C=C1)C)C1=CC=CC=C1)=O N-(4-aminomethylphenyl)-3-(2-(5-methyl-[1,1'-biphenyl]-2-yl)-1H-pyrido[2,3-b]pyridin-3-yl)propanamide